ethyl-N-lauroyl-L-arginate hydrochloride HCL Cl.Cl.C(C)OC([C@@H](NC(CCCCCCCCCCC)=O)CCCNC(N)=N)=O